ClC=1C(OC(C1Cl)O)=O 3,4-dichloro-5-hydroxy-5H-furan-2-one